N-(2,2'-dichloro-3'-(5-formyl-4-methoxypyrimidin-2-yl)-[1,1'-biphenyl]-3-yl)-1,5-dimethyl-4,5,6,7-tetrahydro-1H-imidazo[4,5-c]pyridine-2-carboxamide ClC1=C(C=CC=C1NC(=O)C=1N(C2=C(CN(CC2)C)N1)C)C1=C(C(=CC=C1)C1=NC=C(C(=N1)OC)C=O)Cl